BrCCCCCC(=O)OCCC(OCCCC)OCCCC 3,3-dibutoxypropyl 6-bromohexanoate